[6-(5-chloro-2-fluorophenyl)-3-[2-(dimethylamino)ethoxy]pyridazin-4-yl]-7-methoxyquinolin-4-amine ClC=1C=CC(=C(C1)C1=CC(=C(N=N1)OCCN(C)C)C1=NC2=CC(=CC=C2C(=C1)N)OC)F